6-[5-[2-[(1,4-dimethyl-6,7-dihydro-5H-cyclopenta[c]pyridin-6-yl)methylamino]ethyl]-2-oxo-1,3-oxazolidin-3-yl]-4H-pyrido[3,2-b][1,4]oxazin-3-one CC1=NC=C(C2=C1CC(C2)CNCCC2CN(C(O2)=O)C=2C=CC=1OCC(NC1N2)=O)C